(3Z,8R,9S,10S)-10-[(dimethylamino)methyl]-N-(4-methoxyphenyl)-9-[4-(2-phenylethynyl)phenyl]-1,6-diazabicyclo[6.2.0]dec-3-ene-6-carboxamide CN(C)C[C@@H]1[C@@H]([C@@H]2CN(C\C=C/CN12)C(=O)NC1=CC=C(C=C1)OC)C1=CC=C(C=C1)C#CC1=CC=CC=C1